S(=O)(=O)([O-])C1=CC=C(C)C=C1.ClC=1C=C(C=2N(C1)C(=C(N2)C2=CC=C(C=C2)[I+]C2=CC=C(C=C2)C)CC(=O)N(CCC)CCC)Cl (4-(6,8-dichloro-3-(2-(dipropylamino)-2-oxoethyl)imidazo[1,2-a]pyridin-2-yl)phenyl)(p-tolyl)iodonium tosylate